6-fluoro-2,7-dimethyl-4-[3-(trifluoromethyl)-7,8-dihydro-5H-1,6-naphthyridin-6-yl]quinazoline FC=1C=C2C(=NC(=NC2=CC1C)C)N1CC=2C=C(C=NC2CC1)C(F)(F)F